(R)-tert-butyl ((5-cyanoisochroman-1-yl)methyl)(methyl)carbamate C(#N)C1=C2CCO[C@H](C2=CC=C1)CN(C(OC(C)(C)C)=O)C